O(C1=CC=CC=C1)PC1(C(C=CC=C1)C)C phenoxyxylenylphosphine